O[C@@]1(C(N(CC1)C)=O)C=1N=NN(C1)C1=CC(=CC=C1)B1OC(C(O1)(C)C)(C)C (R)-3-hydroxy-1-methyl-3-(1-(3-(4,4,5,5-tetramethyl-1,3,2-dioxaborolan-2-yl)phenyl)-1H-1,2,3-triazol-4-yl)pyrrolidin-2-one